CC(C=O)(C)C1=CC=C(C=C1)C(C)C methyl-4-(1-methylethyl)phenylpropionaldehyde